7-(6-((tert-butyldiphenylsilyl)oxy)-5-(((tert-butyldiphenylsilyl)oxy)methyl)-5-methylhexyl)-1,2,3,4-tetrahydro-1,8-naphthyridine [Si](C1=CC=CC=C1)(C1=CC=CC=C1)(C(C)(C)C)OCC(CCCCC1=CC=C2CCCNC2=N1)(C)CO[Si](C1=CC=CC=C1)(C1=CC=CC=C1)C(C)(C)C